methyl 8-hydroxy-[1,2,4]triazolo[1,5-a]pyridine-6-carboxylate OC=1C=2N(C=C(C1)C(=O)OC)N=CN2